COC1=C(C=CC=C1)[C@](C=1NC2=CC=CC=C2C1C1=CC=CC=C1)(C=1NC=CC1)C1=CC(=CC=C1)OC (S)-2-((2-Methoxyphenyl)(3-methoxyphenyl)(1H-pyrrol-2-yl)methyl)-3-phenyl-1H-indole